(1R,5S)-3-(5-(1-hydroxycyclobutyl)-4-methylpyrimidin-2-yl)-3-azabicyclo[3.1.0]hexan-2-one OC1(CCC1)C=1C(=NC(=NC1)N1C([C@@H]2C[C@@H]2C1)=O)C